(R)-1-(5-(6-chloro-5-methoxy-1-methyl-3-(1H-pyrazol-4-yl)-1H-pyrrolo[3,2-b]pyridin-2-yl)-1H-1,2,4-triazol-3-yl)-2-methoxy-N,N-dimethylethan-1-amine ClC=1C=C2C(=NC1OC)C(=C(N2C)C2=NC(=NN2)[C@H](COC)N(C)C)C=2C=NNC2